FC=1C=CC(=C(C1)B(O)O)C 5-FLUORO-2-METHYLPHENYLBORONIC ACID